Benzyl (±)-8-bromo-5-oxo-1,2,4,4a,5,6-hexahydro-3H-pyrazino[1,2-a]pyrido[2,3-e]pyrazine-3-carboxylate BrC=1C=CC2=C(NC([C@@H]3N2CCN(C3)C(=O)OCC3=CC=CC=C3)=O)N1 |r|